C(#N)CC1=C(C(=NC(=C1CF)CF)C#N)CF 4-(cyanomethyl)-3,5,6-trifluoromethyl-pyridinecarbonitrile